bis(3,5-dimethyl-4-hydroxyphenyl)-4-fluorophenylmethane CC=1C=C(C=C(C1O)C)C(C1=CC=C(C=C1)F)C1=CC(=C(C(=C1)C)O)C